(S)-1-methyl-N-(1-(3-(2-(prop-1-en-2-yl)pyridin-4-yl)-1,2,4-oxadiazol-5-yl)ethyl)-3-(trifluoromethyl)-1H-pyrazole-5-carboxamide CN1N=C(C=C1C(=O)N[C@@H](C)C1=NC(=NO1)C1=CC(=NC=C1)C(=C)C)C(F)(F)F